FC=1C=C2C(=NNC2=C(C1)C#N)I 5-fluoro-3-iodo-1H-indazole-7-carbonitrile